3-(3-Methyl-2-oxo-5-(piperazin-1-yl)-2,3-dihydro-1H-benzo[d]imidazol-1-yl)piperidine CN1C(N(C2=C1C=C(C=C2)N2CCNCC2)C2CNCCC2)=O